1,2,3,4-tetrahydrophthalic acid C(C1C(C(=O)O)CCC=C1)(=O)O